CC(=CC=CC(C)=O)C 6-methylhepta-3,5-dien-2-one